CS(=O)(=O)OCC1=C(N=NC=C1)C1C(NC(CC1)=O)=O (3-(2,6-dioxopiperidin-3-yl)pyridazin-4-yl)methyl methanesulfonate